C[N+]12CCC(CC1)C(C2)OC(=O)C(C3=CC=CC=C3)(C4=CC=CC=C4)O.[Br-] The molecule is the bromide salt of clinidium. It is used for the symptomatic treatment of peptic ulcer disease and also to help relieve abdominal or stomach spasms or cramps due to colicky abdominal pain, diverticulitis, and irritable bowel syndrome. It has a role as a parasympatholytic, an antispasmodic drug and an anti-arrhythmia drug. It is a quaternary ammonium salt and an organic bromide salt. It contains a clidinium. It derives from a benzilic acid and a 3-quinuclidinol.